C(C)(C)C=1C=NC(=NC1)NC1=CC=C(CC[C@@H]2N=C(OC2)N)C=C1 (S)-4-(4-(5-Isopropylpyrimidin-2-ylamino)phenethyl)-4,5-dihydrooxazol-2-amine